4,5,6,7-tetrahydro-1H-[1,2,3]Triazolo[4,5-c]Pyridine N1N=NC=2CNCCC21